(9z,12z)-N-nonyloctadeca-9,12-dien-1-amine C(CCCCCCCC)NCCCCCCCC\C=C/C\C=C/CCCCC